4-{[3-(4-{[(3S,4R)-3-fluoropiperidin-4-yl]amino}-1-(2,2,2-trifluoroethyl)-1H-indol-2-yl)prop-2-yn-1-yl]amino}-3-methoxybenzoic acid F[C@H]1CNCC[C@H]1NC1=C2C=C(N(C2=CC=C1)CC(F)(F)F)C#CCNC1=C(C=C(C(=O)O)C=C1)OC